trifluoromethylbenzyl-ammonium tert-butyl-(2S,4R)-4-(benzyloxycarbonylamino)-2-methyl-piperidine-1-carboxylate C(C)(C)(C)OC(=O)N1[C@H](C[C@@H](CC1)NC(=O)OCC1=CC=CC=C1)C.FC(F)(F)[NH2+]CC1=CC=CC=C1